COC1=C(C(=O)[O-])C=CC=C1 2-METHOXYBENZOATE